4-(diphenylmethyl)-N-(3-fluoro-5-methylphenyl)piperazine-1-carboxamide C1(=CC=CC=C1)C(N1CCN(CC1)C(=O)NC1=CC(=CC(=C1)C)F)C1=CC=CC=C1